FC1(CC=C(CC1)C1=C(C(=NC=C1)C1=CCCCO1)NC(=O)C=1C=NC(=NC1)C(C)C)F N-(4-(4,4-difluorocyclohex-1-en-1-yl)-2-(3,4-dihydro-2H-pyran-6-yl)pyridin-3-yl)-2-isopropylpyrimidine-5-carboxamide